C1(CC1)CNC[C@@H]([C@H](CC1=CC=CC=C1)NC(OC(C)(C)C)=O)O tert-butyl ((2S,3S)-4-((cyclopropylmethyl)amino)-3-hydroxy-1-phenylbutan-2-yl)carbamate